C12(CC3CC(CC(C1)C3)C2)NC(COC2=NC(=NC(=C2)C)OCC=C)=O N-(adamantan-1-yl)-2-((2-(allyloxy)-6-methylpyrimidin-4-yl)oxy)acetamide